Cl.C[C@H]1NCCOC1 (R)-3-methylmorpholine hydrochloride salt